N1,N1',N1''-([1,1'-biphenyl]-3,3',5-triyltris(methylene))tris(N12-isobutyldodecane-1,12-diamine) C1(=CC(=CC(=C1)CNCCCCCCCCCCCCNCC(C)C)CNCCCCCCCCCCCCNCC(C)C)C1=CC(=CC=C1)CNCCCCCCCCCCCCNCC(C)C